{6-bromoimidazo[1,2-a]pyridin-2-yl}-1-methylpyrrolidine BrC=1C=CC=2N(C1)C=C(N2)C2N(CCC2)C